2-[2-(4-methoxyphenyl)[1,2,4]triazolo[1,5-c]quinazolin-5-yl]-L-lysinamide COC1=CC=C(C=C1)C1=NN2C(=NC=3C=CC=CC3C2=N1)[C@](N)(CCCCN)C(=O)N